C(C)(C)(C)OC(=O)N1CCC(CC1)N1CCC2(CCCN(C2)C(=O)OCC2=CC=CC=C2)CC1 benzyl 9-(1-(tert-Butoxycarbonyl) piperidin-4-yl)-2,9-diazaspiro[5.5]undecane-2-carboxylate